(1R,2S,5S)-N-(2-amino-2-oxo-1-phthalazin-1-yl-ethyl)-3-[(2S)-3,3-dimethyl-2-(oxetan-3-ylamino)butanoyl]-6,6-dimethyl-3-azabicyclo[3.1.0]hexane-2-carboxamide NC(C(C1=NN=CC2=CC=CC=C12)NC(=O)[C@@H]1[C@H]2C([C@H]2CN1C([C@H](C(C)(C)C)NC1COC1)=O)(C)C)=O